2-(3-methoxy-5-vinylphenyl)acetonitrile COC=1C=C(C=C(C1)C=C)CC#N